NC=1N=CC(=NC1Cl)C=1C=C(C=CC1C([2H])([2H])[2H])C(CO)(C(F)F)O 2-(3-(5-Amino-6-chloropyrazin-2-yl)-4-(methyl-d3)phenyl)-3,3-difluoropropane-1,2-diol